7-(3-furoyl)amino-4-(diethyl)aminomethylcyclohepta[7,6-b]indole O1C=C(C=C1)C(=O)NC1=CC2=NC3=C(C=CC=C3C2=CC=C1)CN(CC)CC